C(C)(C)(C)OC(CC[C@@H](C(N)=O)N1C(C2=CC=C(C=C2C1)N1CCN(CC1)C(=O)OC(C)(C)C)=O)=O tert-butyl 4-[2-[(1S)-4-tert-butoxy-1-carbamoyl-4-oxo-butyl]-1-oxo-isoindolin-5-yl]piperazine-1-carboxylate